2-[2-(propan-2-yl)phenyl]pyrimidine-5-carbonitrile CC(C)C1=C(C=CC=C1)C1=NC=C(C=N1)C#N